CC1=NNC=2C1=NC=CC2 methyl-pyrazolo[4,3-b]pyridin